2,4-diamino-heptyloxy-benzene NC(COC1=CC=CC=C1)CC(CCC)N